NCC1=NN2C(C=C(C=C2N2COCC2)C2CC2)=C1 3-(2-(aminomethyl)-5-cyclopropylpyrazolo[1,5-a]pyridin-7-yl)oxazolidin